C1(CC1)OC1=NN(C=C1C(=O)N)C(C(F)F)C (3-cyclopropoxy-1-(1,1-difluoropropan-2-yl)-1H-pyrazol-4-yl)carboxamide